(triphenylenyl)(phenyldibenzoselenophenyl)benzene C1(=CC=CC=2C3=CC=CC=C3C3=CC=CC=C3C12)C1=C(C=CC=C1)C1=C(C=CC=2[Se]C3=C(C21)C=CC=C3)C3=CC=CC=C3